BrC1=CSC=C1OC(C)(C)C 3-Bromo-4-(tert-butoxy)thiophene